C(C)(C)(C)C1=CC=C(C=C1)C1=C2C(=NNC2=CC=C1)NCCC1=CC=CC=C1 4-(4-(tert-butyl)phenyl)-N-phenethyl-1H-indazol-3-amine